C(C)(C)(C)C=1C=C(CN2C(N(C(N(C2=O)CC2=CC(=C(C(=C2)C(C)(C)C)O)C(C)(C)C)=O)CC2=CC(=C(C(=C2)C(C)(C)C)O)C(C)(C)C)=O)C=C(C1O)C(C)(C)C 1,3,5-tris(3,5-di-tert-butyl-4-hydroxybenzyl)s-triazine-2,4,6(1H,3H,5H)-trione